N-[6-amino-2-[(2-methoxyphenyl)methyl]indazol-3-yl]-N-tert-butoxycarbonyl-carbamic acid tert-butyl ester C(C)(C)(C)OC(N(C(=O)OC(C)(C)C)C=1N(N=C2C=C(C=CC12)N)CC1=C(C=CC=C1)OC)=O